n-propyl-diphenylphosphine C(CC)P(C1=CC=CC=C1)C1=CC=CC=C1